3-(4-bromophenyl)-1-(4-(2-(4-((4-chlorophenyl)sulfonyl)piperazin-1-yl)-2-oxoethoxy)phenyl)prop-2-en-1-one BrC1=CC=C(C=C1)C=CC(=O)C1=CC=C(C=C1)OCC(=O)N1CCN(CC1)S(=O)(=O)C1=CC=C(C=C1)Cl